C1(CCC1)OC(=O)N[C@@H](CC(C)C)C(=O)OC methyl (cyclobutoxycarbonyl)-L-leucinate